N1CCCC2=CC(=CC=C12)OC(NC1=CC(=C(C=C1)Cl)C(F)(F)F)=O (4-chloro-3-trifluoromethyl-phenyl)-carbamic acid 1,2,3,4-tetrahydro-quinolin-6-yl ester